6-methyl-N-(thiazol-4-yl)pyridine-2-sulfonamide formate salt C(=O)O.CC1=CC=CC(=N1)S(=O)(=O)NC=1N=CSC1